3-chloro-4-[(2,4-difluorobenzyl)oxy]-1-[5-(hydroxymethyl)-2-methylphenyl]-6-methylpyridin-2(1H)-one ClC=1C(N(C(=CC1OCC1=C(C=C(C=C1)F)F)C)C1=C(C=CC(=C1)CO)C)=O